C(C)(C)(C)OC(=O)N1CCC(CC1)(C)CC1=C(N=CC(=C1)OC)Cl 4-(2-chloro-5-methoxynicotinyl)-4-methylpiperidine-1-carboxylic acid tert-butyl ester